CCCC(=O)C/C=C\C=C cis-6-nonadienal